CC(C(CCCCO)O)C 6-METHYLHEPTANE-1,5-DIOL